2-hydroxy-1,4-dicarbonyl-naphthalene OC=1C(C2=CC=CC=C2C(C1)=C=O)=C=O